10-Chloro-4-methyl-4,10-dihydrobenzo[f]thieno[3,2-c][1,2]thiazepine 5,5-dioxide ClC1C2=C(N(S(C3=C1C=CC=C3)(=O)=O)C)C=CS2